7-azabicyclo[4.1.1]octane C12CCCCC(N1)C2